4-(2-hydroxyethanesulfonylamino)-2-(6-azaspiro[2.5]octan-6-yl)-N-((1R,4S)-1,2,3,4-tetrahydro-1,4-methylenebenzo[4,5]imidazo[1,2-a]pyridin-6-yl)benzamide OCCS(=O)(=O)NC1=CC(=C(C(=O)NC2=CC=CC3=C2N=C2N3[C@@H]3CC[C@H]2C3)C=C1)N1CCC3(CC3)CC1